C(C)(C)(C)N1C[C@H](N(S(C2=C1C=C(C(=C2)O\C=C(\C(=O)O)/F)SC)(=O)=O)C)CC2CCCC2 (R,Z)-3-((5-(tert-butyl)-3-(cyclopentylmethyl)-2-methyl-7-(methylthio)-1,1-dioxido-2,3,4,5-tetrahydrobenzo[f][1,2,5]thiadiazepin-8-yl)oxy)-2-fluoroacrylic acid